COC(N(C)C=1C(=NC(=NC1N)C1=NN(C2=NC=CC=C21)CC2=C(C=CC=C2)F)N)=O N-[4,6-diamino-2-[1-[(2-fluorophenyl)methyl]-1H-pyrazolo[3,4-b]pyridin-3-yl]-5-pyrimidinyl]-N-methylcarbamic acid methyl ester